OC12C(C3=CC=C(C=C3C=C1)O)C1C(COCC3C2O3)O1 2,6-dihydroxynaphthalenediglycidyl ether